FC=1C=C2N=CC=3N(C(N4C3C2=C(OCC42CCC2)C1C=1C=CC(=NC1)OCCCN1C(CCCC1)C#N)=O)C 1-(3-((5-(6-fluoro-2-methyl-1-oxo-2,9-dihydro-1H-spiro[8-oxa-2,4,10a-triazanaphtho[2,1,8-cde]azulene-10,1'-cyclobutane]-7-yl)pyridin-2-yl)oxy)Propyl)piperidine-2-carbonitrile